3-chloro-6-(2,6-diazaspiro[3.3]hept-2-yl)-2-piperazin-1-yl-quinoline dihydrochloride Cl.Cl.ClC=1C(=NC2=CC=C(C=C2C1)N1CC2(C1)CNC2)N2CCNCC2